6-[4-[(2S)-morpholine-2-carbonyl]piperazin-1-yl]pyridine-3-carbonitrile N1C[C@H](OCC1)C(=O)N1CCN(CC1)C1=CC=C(C=N1)C#N